C(C)OC(=O)C=1N=C(SC1CCCOC1=C(C=C(C=C1)I)F)N1CCCC2=C1N=NC(=C2C)Cl (3-chloro-4-methyl-6,7-dihydro-5H-pyrido[2,3-c]pyridazin-8-yl)-5-[3-(2-fluoro-4-iodo-phenoxy)propyl]thiazole-4-carboxylic acid ethyl ester